(2S,11aR)-6-(2,6-Difluorophenyl)-2-hydroxy-8-methyl-2,3,11,11a-tetrahydro-1H,5H-benzo[f]pyrrolo[2,1-c][1,4]oxazepin-5-one FC1=C(C(=CC=C1)F)C1=CC(=CC2=C1C(N1[C@@H](CO2)C[C@@H](C1)O)=O)C